ClC1=C(C=CC=C1)N1C(N=C(C2=C1N=C(S2)C2CC2)NC)=O 4-(2-chlorophenyl)-2-cyclopropyl-7-(methylamino)-[1,3]thiazolo[4,5-d]pyrimidin-5-one